2-(4-(azidomethyl)-3,5-difluorophenyl)-5-(difluoromethyl)-1,3,4-oxadiazole N(=[N+]=[N-])CC1=C(C=C(C=C1F)C=1OC(=NN1)C(F)F)F